4-(2'-fluoro-5'-(morpholine-4-carbonyl)-[1,1'-biphenyl]-4-yl)-N-(pyridin-3-yl)butanamide FC1=C(C=C(C=C1)C(=O)N1CCOCC1)C1=CC=C(C=C1)CCCC(=O)NC=1C=NC=CC1